3-bromo-6-fluoro-2-(5-fluoropyridin-2-yl)-6-((methoxy-d3)methyl)-4,5,6,7-tetrahydropyrazolo[1,5-a]pyridine BrC=1C(=NN2C1CCC(C2)(COC([2H])([2H])[2H])F)C2=NC=C(C=C2)F